N-(4-(5-(Bis(9,9-dimethyl-9H-fluoren-2-yl)amino)-1,3,3-trimethyl-2,3-dihydro-1H-inden-1-yl)phenyl)-N-(9,9-dimethyl-9H-fluoren-2-yl)-9,9-dimethyl-9H-fluoren-2-amin CC1(C2=CC=CC=C2C=2C=CC(=CC12)N(C=1C=C2C(CC(C2=CC1)(C)C1=CC=C(C=C1)N(C1=CC=2C(C3=CC=CC=C3C2C=C1)(C)C)C1=CC=2C(C3=CC=CC=C3C2C=C1)(C)C)(C)C)C1=CC=2C(C3=CC=CC=C3C2C=C1)(C)C)C